(4aR,5S,6aS,7S)-5-hydroxy-7-((S)-1-hydroxyethyl)-4a,6a-dimethyl-1,3,4,4a,4b,5,6,6a,7,8,9,9a,9b,10-tetradecahydro-2H-indeno[5,4-f]quinolin-2-one O[C@H]1C[C@@]2([C@H](CCC2C2C1[C@]1(CCC(NC1=CC2)=O)C)[C@H](C)O)C